Cl.CNC[C@@H]1OCCC2=C(C=CC=C12)C1=CN=CO1 |o1:4| rel-(R)-N-Methyl-1-(5-(oxazol-5-yl)isochroman-1-yl)methanamine hydrochloride salt